N-(4-cyclobutyl-5-(4-fluorophenyl)-1-methyl-1H-pyrazol-3-yl)-2-cyclopentylacetamide C1(CCC1)C=1C(=NN(C1C1=CC=C(C=C1)F)C)NC(CC1CCCC1)=O